N(=[N+]=[N-])[C@H]1[C@@H]([Se]C2=CC=CC=C2)O[C@@H]([C@H]([C@@H]1O)O)C phenyl 2-azido-2,6-dideoxy-1-seleno-alpha-D-glucopyranoside